ethylenebisstyrene C(CC=CC1=CC=CC=C1)C=CC1=CC=CC=C1